t-butyl (S)-3-(hydroxymethyl)-4-(5-(trifluoromethyl)pyrazin-2-yl)piperazin-1-carboxylate OC[C@@H]1CN(CCN1C1=NC=C(N=C1)C(F)(F)F)C(=O)OC(C)(C)C